Cl.N[C@@H](C)C=1C(NC2=CC=C(C=C2N1)Cl)=O (S)-3-(1-aminoethyl)-6-chloroquinoxaline-2(1H)-one hydrochloride